ClC1=C(C(=CC=C1Cl)O)C1CC2=NN=C(N2C1)CN1CC(CC1)O 1-((6-(2,3-dichloro-6-hydroxyphenyl)-6,7-dihydro-5H-pyrrolo[2,1-c][1,2,4]triazol-3-yl)methyl)pyrrolidin-3-ol